(E)-2-oxo-4-phenyl-3-butenoic acid O=C(C(=O)O)\C=C\C1=CC=CC=C1